3-(4-(2-bromo-3-chlorophenyl)-6-phenyl-1,3,5-triazin-2-yl)benzonitrile BrC1=C(C=CC=C1Cl)C1=NC(=NC(=N1)C1=CC=CC=C1)C=1C=C(C#N)C=CC1